FC(C(=O)O)(F)F.NCC(CC=1N(C(NN1)=O)C1=NC(=CC=C1C)Br)=C(F)F [2-(aminomethyl)-3,3-difluoro-allyl]-4-(6-bromo-3-methyl-2-pyridinyl)-1,2,4-triazol-3-one trifluoroacetate salt